N1C=NC(=C1)CCN1CCCCC1 1-(2-(1H-imidazol-4-yl)ethyl)piperidine